[N-](S(=O)(=O)C(F)(F)F)S(=O)(=O)C(F)(F)F.C(C=C)[N+](C)(C)CC=C (diallyldimethylammonium) bis(trifluoromethane)sulfonimide